CC1C=CCC(C1C)C=O 5,6-dimethyl-3-cyclohexenecarbaldehyde